potassium tert-butyl N-[2-(trifluoroboranuidyl)ethyl]carbamate F[B-](CCNC(OC(C)(C)C)=O)(F)F.[K+]